2-hydroxypropane-1,3-diyldioleate OC(CCCCCCCCC\C=C/CCCCCCCC(=O)[O-])CCCCCCCCC\C=C/CCCCCCCC(=O)[O-]